3,5-di-tert-butyl-4-hydroxybenzoic acid, hexadecyl ester C(C)(C)(C)C=1C=C(C(=O)OCCCCCCCCCCCCCCCC)C=C(C1O)C(C)(C)C